2-[3-(6-methyl-2-pyridyl)-1H-pyrazol-4-yl]-7-[rac-(2R,5R)-2,4,5-trimethylpiperazin-1-yl]-1,5-naphthyridine CC1=CC=CC(=N1)C1=NNC=C1C1=NC2=CC(=CN=C2C=C1)N1[C@@H](CN([C@@H](C1)C)C)C |r|